NC1=CC(=C2OC(CCCCC[C@](C3=NN=C(C1=N2)O3)(O)C(F)(F)F)C(C)C)C(F)(F)F (6R)-17-amino-12-isopropyl-6,15-bis(trifluoromethyl)-13,19-dioxa-3,4,18-triazatricyclo[12.3.1.12,5]nonadeca-1(18),2,4,14,16-pentaen-6-ol